BrC1=CC=C(C=C1)NC(C(=C)C1=CC=CC=C1)=O N-(4-bromophenyl)-2-phenyl-acrylamide